(S)-6-(1-amino-1,3-dihydrospiro[indene-2,4'-piperidine]-1'-yl)-3-(1-(quinoxalin-6-yl)cyclopropyl)-1,5-dihydro-4H-pyrazolo[3,4-d]pyrimidin-4-one N[C@@H]1C2=CC=CC=C2CC12CCN(CC2)C=2NC(C1=C(N2)NN=C1C1(CC1)C=1C=C2N=CC=NC2=CC1)=O